4-(3-(8-benzyloxyquinolin-yl)phenyl)-2,6-diphenylpyrimidine C(C1=CC=CC=C1)OC=1C=CC=C2C=CC(=NC12)C=1C=C(C=CC1)C1=NC(=NC(=C1)C1=CC=CC=C1)C1=CC=CC=C1